C(C)O/C=C/C=1N=C(C=2N(C1)C=CN2)C2=CC=C(C=C2)C(F)(F)F (E)-6-(2-ethoxyvinyl)-8-(4-(trifluoromethyl)phenyl)imidazo[1,2-a]pyrazine